NC1=NC(=NC=C1C(F)(F)F)C=1C=C2C=CN(C(C2=C(C1F)F)=O)CCC[C@H](C)NC=1C=NNC(C1C(F)(F)F)=O (S)-6-(4-amino-5-(trifluoromethyl)pyrimidin-2-yl)-7,8-difluoro-2-(4-((6-oxo-5-(trifluoromethyl)-1,6-dihydropyridazin-4-yl)amino)pentyl)isoquinolin-1(2H)-one